(R)-N-((S)-1-(5-(difluoromethyl)-2-fluorophenyl)ethyl)-2-methylpropane-2-sulfinamide FC(C=1C=CC(=C(C1)[C@H](C)N[S@](=O)C(C)(C)C)F)F